N-[3-(3-chloro-4-fluoro-phenyl)-6-[3-(methanesulfonamido)phenyl]imidazo[1,2-a]pyridin-8-yl]formamide ClC=1C=C(C=CC1F)C1=CN=C2N1C=C(C=C2NC=O)C2=CC(=CC=C2)NS(=O)(=O)C